The molecule is the organic cation that is the conjugate acid of S-acetylcysteamine; major species at pH 7.3. It is an ammonium ion derivative and an organic cation. It is a conjugate acid of a S-acetylcysteamine. CC(=O)SCC[NH3+]